FC(C(=O)O)(F)F.C(C1=CC=CC=C1)N1CCC(CC1)N(C=1C(=C(C(=NC1)S(=O)(=O)NC1=NC(=CC=C1)F)F)C)C 5-((1-benzylpiperidin-4-yl)(methyl)amino)-3-fluoro-N-(6-fluoropyridin-2-yl)-4-methylpyridine-2-sulfonamide trifluoroacetate salt